(Z)-4-(2-Nitroprop-1-en-1-yl)-1H-pyrrolo[2,3-b]pyridine [N+](=O)([O-])\C(=C/C1=C2C(=NC=C1)NC=C2)\C